N-[2-(2-{5-[(3R,5R)-3-amino-5-fluoropiperidine-1-carbonyl]-7-methoxy-1-methyl-1H-1,3-benzodiazol-2-yl}-1-(cyclopropylmethyl)-1H-pyrrolo[2,3-b]pyridin-6-yl)phenyl]formamide N[C@H]1CN(C[C@@H](C1)F)C(=O)C1=CC2=C(N(C(=N2)C2=CC=3C(=NC(=CC3)C3=C(C=CC=C3)NC=O)N2CC2CC2)C)C(=C1)OC